C(C)(C)(C)OC(=O)N1CC=2N=CN=C(C2CC1)OC1=C(C=C(C=C1)F)C#N 4-(2-cyano-4-fluorophenoxy)-5,8-dihydropyrido[3,4-d]pyrimidine-7(6H)-carboxylic acid tert-butyl ester